ClC1=NC=C(C(=C1)N1CCC(CC1)C1(CC1)O)C=1C=NN(C1)C1CCOCC1 1-(1-(2-chloro-5-(1-(tetrahydro-2H-pyran-4-yl)-1H-pyrazol-4-yl)pyridin-4-yl)piperidin-4-yl)cyclopropan-1-ol